NC=1C=C(C=2C=C(C=C(C2C1)S(=O)(=O)O)S(=O)(=O)O)S(=O)(=O)O 7-amino-1,3,5-naphthalenetrisulfonic acid